Boc-D-tryptophan C(=O)(OC(C)(C)C)N[C@H](CC1=CNC2=CC=CC=C12)C(=O)O